C(C)(C)(C)OC(=O)N1C[C@H](CC1)CI (S)-3-(iodomethyl)pyrrolidine-1-carboxylic acid tert-butyl ester